N-(3-(2-((4-(dimethylamino)cyclohexyl)amino)quinazolin-6-yl)-2,4-difluorophenyl)-2-methylpyridine-3-sulfonamide CN(C1CCC(CC1)NC1=NC2=CC=C(C=C2C=N1)C=1C(=C(C=CC1F)NS(=O)(=O)C=1C(=NC=CC1)C)F)C